NC1=C(C=C(C=C1)S)C 4-amino-3-methylbenzenethiol